7-bromo-6-(hydroxymethyl)-8-iodo-2-(4-methoxybenzyl)-3,4-dihydropyrrolo[1,2-a]pyrazin-1(2H)-one BrC=1C(=C2N(CCN(C2=O)CC2=CC=C(C=C2)OC)C1CO)I